4-(4-nitrophenylazo)aniline [N+](=O)([O-])C1=CC=C(C=C1)N=NC1=CC=C(N)C=C1